methyl-(3-methylphenyl)silane C[SiH2]C1=CC(=CC=C1)C